lead p-nitroaniline [N+](=O)([O-])C1=CC=C(N)C=C1.[Pb]